[F-].C(CCCCCCC)[N+]1(CCCC1)CCC 1-Octyl-1-propylpyrrolidinium fluorid